(1R,5S)-8-methylene-3-azabicyclo[3.2.1]octane C=C1[C@@H]2CNC[C@H]1CC2